5-methyl-2-(1-methyl-3-nitro-1H-pyrazol-4-yl)-7-(1-phenylethyl)thieno[3,2-c]pyridin-4(5H)-one CN1C(C2=C(C(=C1)C(C)C1=CC=CC=C1)SC(=C2)C=2C(=NN(C2)C)[N+](=O)[O-])=O